N1CC(C1)CN1C(C(=NC2=C(C(=C(C=C12)Cl)C1=CC(=CC2=CC=CC=C12)O)F)OC[C@H]1N(CCC1)C)=O 1-(Azetidin-3-ylmethyl)-7-chloro-5-fluoro-6-(3-hydroxynaphthalen-1-yl)-3-(((S)-1-methylpyrrolidin-2-yl)methoxy)quinoxalin-2(1H)-one